1-(1-(T-Butoxycarbonyl)piperidin-4-yl)-2-oxopyrrolidine-3-carboxylic acid C(C)(C)(C)OC(=O)N1CCC(CC1)N1C(C(CC1)C(=O)O)=O